(E)-5,5-difluoro-1-styryl-3-(trifluoromethyl)-4,5,6,7-tetrahydro-1H-indol-4-ol FC1(C(C=2C(=CN(C2CC1)\C=C\C1=CC=CC=C1)C(F)(F)F)O)F